(3-(2-(2-Aminoethoxy)ethoxy)propionylamino)-N-(5-methylpyridin-2-yl)quinoline-6-carboxamide NCCOCCOCCC(=O)NC1=NC2=CC=C(C=C2C=C1)C(=O)NC1=NC=C(C=C1)C